tert-butyl 4-[6-fluoro-2-(1-methylpyrazol-4-yl)-3H-imidazo[4,5-b]pyridin-7-yl]piperidine-1-carboxylate FC=1C(=C2C(=NC1)NC(=N2)C=2C=NN(C2)C)C2CCN(CC2)C(=O)OC(C)(C)C